2-methyl-6-(4-trifluoromethanesulfonyloxy-phenyl)-benzoimidazole-1,4-dicarboxylic acid 1-tert-butyl ester 4-methyl ester COC(=O)C1=CC(=CC=2N(C(=NC21)C)C(=O)OC(C)(C)C)C2=CC=C(C=C2)OS(=O)(=O)C(F)(F)F